C1(=C(C(=CC(=C1)C)C)\N=C/1\N(C(N2C(C3=CC(=C(C=C3CC2)OC)OC)=C1)=O)CCNC(=O)N)C N-{2-[(2E)-2-(mesitylimino)-9,10-dimethoxy-4-oxo-6,7-dihydro-2H-pyrimido[6,1-a]-isoquinolin-3(4H)-yl]ethyl}urea